4-(4-(4-(4-Methoxyphenyl)piperazin-1-yl)phenyl)-1-(pentan-3-yl)-1H-1,2,4-triazol-5(4H)-one COC1=CC=C(C=C1)N1CCN(CC1)C1=CC=C(C=C1)N1C=NN(C1=O)C(CC)CC